BrC=1C=CC(=C(C1)C=1NC=CN1)[N+](=O)[O-] 2-(5-bromo-2-nitrophenyl)-1H-imidazole